(6-methoxy-5-(trifluoromethyl)pyridin-2-yl)methanol COC1=C(C=CC(=N1)CO)C(F)(F)F